N-((5-phenyl-1,3,4-thiadiazol-2-yl)methyl)-1-(2,2,2-trifluoroethyl)-1H-1,2,3-triazole-4-carboxamide C1(=CC=CC=C1)C1=NN=C(S1)CNC(=O)C=1N=NN(C1)CC(F)(F)F